C1OCC12CN(C2)C2=NC=CC(=N2)COC2=CC=C(C=C2)C(C)(C)C2=CC=C(CN1CC(C1)NC(OC(C)(C)C)=O)C=C2 tert-butyl (1-(4-(2-(4-((2-(2-oxa-6-azaspiro[3.3]heptan-6-yl)pyrimidin-4-yl)methoxy)phenyl)propan-2-yl) benzyl)azetidine-3-yl)carbamate